(1,4-phenylenedioxy)diethanol methyl-3-((1H-pyrrolo[2,3-b]pyridin-5-yl)oxy)-4'-oxo-2',3',4',5'-tetrahydro-[1,1'-biphenyl]-4-carboxylate CC1=C(C=CC(=C1OC=1C=C2C(=NC1)NC=C2)C(=O)OCCOC2=CC=C(C=C2)OCCO)C=2CCC(CC2)=O